N1=C(N=CC=C1)B(O)O Pyrimidine-2-yl-boronic acid